CS(/C=C/CNC(=O)C=1C(NC=2CCCCC2C1)=O)(=NC1=CC=CC=C1)=O N-[(2E)-3-[methyl(oxo)(phenylimino)-λ6-sulfanyl]prop-2-en-1-yl]-2-oxo-1,2,5,6,7,8-hexahydroquinoline-3-carboxamide